O=C1NC[C@H]2N1CCN(C2)C(=O)OC(C)(C)C tert-butyl (8aR)-3-oxo-1,2,5,6,8,8a-hexahydroimidazo[1,5-a]pyrazine-7-carboxylate